(S)-8-(2-amino-6-((R)-1-(5-chloro-3'-methoxy-[1,1'-biphenyl]-2-yl)-2,2,2-trifluoroethoxy)pyrimidin-4-yl)-2,8-diazaspiro[4.5]decane-3-carboxylic acid NC1=NC(=CC(=N1)N1CCC2(C[C@H](NC2)C(=O)O)CC1)O[C@@H](C(F)(F)F)C1=C(C=C(C=C1)Cl)C1=CC(=CC=C1)OC